FC1=C(CC2=C3N(C=C(N2)C2=CC=CC=C2)C(C(=N3)CC=3OC(=C(C3)C)CC)=O)C=CC=C1F 8-(2,3-Difluorobenzyl)-2-((5-ethyl-4-methylfuran-2-yl)methyl)-6-phenylimidazo[1,2-a]pyrazin-3(7H)-one